N-methylolbutylamine C(O)NCCCC